(S)-6-ethyl-2-((4-((2-hydroxy-1-phenylethyl)amino)-5-(3-methyl-1,2,4-oxadiazol-5-yl)pyridin-2-yl)amino)-7,7-dimethyl-6,7-dihydro-5H-pyrrolo[3,4-b]pyridin-5-one C(C)N1C(C2=NC(=CC=C2C1=O)NC1=NC=C(C(=C1)N[C@H](CO)C1=CC=CC=C1)C1=NC(=NO1)C)(C)C